FC=1C=C(C=2C(C(CCC2C1C)CCCCO)=O)NC(C)=O N-(3-fluoro-7-(4-hydroxybutyl)-4-methyl-8-oxo-5,6,7,8-tetrahydronaphthalen-1-yl)acetamide